N1=CC(=CC=C1)CC(C)=O 1-(pyridin-3-yl)propan-2-one